O=C1N=CC2=C(N1)C=NC=C2 2-oxo-1,2-dihydropyrido[3,4-d]Pyrimidine